FC(COC1=CC2=C(C3=C(C(C=C(N3CC2)OC[C@H]2OCCOC2)=O)C)C=C1)F 9-(2,2-difluoroethoxy)-4-[[(2S)-1,4-dioxan-2-yl]methoxy]-1-methyl-6,7-dihydrobenzo[a]quinolizin-2-one